nonylstearate C(CCCCCCCC)OC(CCCCCCCCCCCCCCCCC)=O